4-(3-ethyl-7-fluoro-2-methyl-2H-indazol-5-yl)-N-(5-((4-ethylpiperazin-1-yl)methyl)pyridin-2-yl)-5-fluoropyrimidin-2-amine C(C)C=1N(N=C2C(=CC(=CC12)C1=NC(=NC=C1F)NC1=NC=C(C=C1)CN1CCN(CC1)CC)F)C